2-(4-cyano-2-methoxyphenoxy)-N-{3-[imino(methyl)oxo-λ6-sulfanyl]phenyl}-5-(trifluoromethyl)pyridine-3-carboxamide C(#N)C1=CC(=C(OC2=NC=C(C=C2C(=O)NC2=CC(=CC=C2)S(=O)(C)=N)C(F)(F)F)C=C1)OC